NC1=CC=CC(=N1)S(=O)(=O)NC(=O)C=1C(=NC(=CC1)C=1C=NC(=C(C1)C)O[C@H](CC)C)N1C(C[C@@H](C1)C)(C)C N-[(6-Amino-2-pyridyl)sulfonyl]-6-[5-methyl-6-[(1S)-1-methylpropoxy]-3-pyridyl]-2-[(4S)-2,2,4-trimethylpyrrolidin-1-yl]pyridin-3-carboxamid